BrCC(C(COCCN(C(OCC1=CC=CC=C1)=O)C)(C)C1=CC(=CC=C1)I)=O benzyl (2-(4-bromo-2-(3-iodophenyl)-2-methyl-3-oxobutoxy)ethyl)(methyl)carbamate